(2-((1-(5-(pyrrolidin-1-yl)pyridin-3-yl)-1H-1,2,3-triazol-4-yl)methyl)imidazo[1,2-a]pyridin-6-yl)methanol N1(CCCC1)C=1C=C(C=NC1)N1N=NC(=C1)CC=1N=C2N(C=C(C=C2)CO)C1